ClC=1C=C(C=NC1N1CC2(CC2(F)F)CC1)C(=O)N1CCN(CC1)C=1OC=2C(=NC(=CC2)C)N1 (5-chloro-6-(1,1-difluoro-5-azaspiro[2.4]heptan-5-yl)pyridin-3-yl)(4-(5-methyloxazolo[4,5-b]pyridin-2-yl)piperazin-1-yl)methanone